CN([C@H](CN)CC1=CC=CC=C1)C (S)-2-dimethylamino-3-phenylpropylamine